Neopentylzinc (II) bromide [Br-].C(C(C)(C)C)[Zn+]